6-butyl-5-(2,6-dimethoxyphenyl)-3-{4-[(4-fluorophenyl)methyl]piperazine-1-carbonyl}pyridine-2,4-diol C(CCC)C1=C(C(=C(C(=N1)O)C(=O)N1CCN(CC1)CC1=CC=C(C=C1)F)O)C1=C(C=CC=C1OC)OC